C(C)C(=CC=CCCCC)CC diethyl-octadiene